[Si](C1=CC=CC=C1)(C1=CC=CC=C1)(C(C)(C)C)OCC1=C2C=CN(C2=CC(=C1OC=1C=CC(=C(C1)C1=CC=NN1C(CC=C)C=1C=C(C=CC1)CCC(=O)OCC)F)F)S(=O)(=O)C1=CC=C(C)C=C1 ethyl 3-(3-(1-(5-(5-((4-(((tert-butyldiphenylsilyl)oxy)methyl)-6-fluoro-1-tosyl-1H-indol-5-yl)oxy)-2-fluorophenyl)-1H-pyrazol-1-yl)but-3-en-1-yl)phenyl)propanoate